4-(4-(ethylsulfonamido)cyclohexyl)-1H-pyrrolo[2,3-b]pyridin C(C)S(=O)(=O)NC1CCC(CC1)C1=C2C(=NC=C1)NC=C2